ClC=1C=C(C=C(C1OC1=NNC(C(=C1)C(C)(C)F)=O)Cl)N1N=C(C(NC1=O)=O)C#N 3,5-dichloro-4-((5-(2-fluoropropane-2-yl)-6-oxo-1,6-dihydro-pyridazin-3-yl)oxy)phenyl-3,5-dioxo-2,3,4,5-tetrahydro-1,2,4-triazine-6-carbonitrile